N-(1,1'-biphenyl-2-yl)-N-(9,9-dimethylfluoren-2-yl)-9,9'-spirobi[9H-fluorene]-2-amine C1(=C(C=CC=C1)N(C1=CC=2C3(C4=CC=CC=C4C2C=C1)C1=CC=CC=C1C=1C=CC=CC13)C1=CC=3C(C2=CC=CC=C2C3C=C1)(C)C)C1=CC=CC=C1